FC=1C=C2C(C(NC2=CC1)=O)(C1=CC2=C(OCO2)C=C1OC[C@@H](CC(C)C)O)C1=CC2=C(OCO2)C=C1OC[C@@H](CC(C)C)O 5-fluoro-3,3-bis(6-(((R)-2-hydroxy-4-methylpentyl)oxy)benzo[d][1,3]dioxol-5-yl)indolin-2-one